quinuclidin-3-yl (2-(4'-formyl-[1,1'-biphenyl]-4-yl)propan-2-yl)carbamate C(=O)C1=CC=C(C=C1)C1=CC=C(C=C1)C(C)(C)NC(OC1CN2CCC1CC2)=O